(R)-tetrahydrofuranformic acid O1[C@H](CCC1)C(=O)O